N-(3-triethoxysilylpropyl)-4-hydroxyoctanamide C(C)O[Si](CCCNC(CCC(CCCC)O)=O)(OCC)OCC